N1=CC=C(C=C1)CC1C(NCC1)C(=O)[O-] 3-(pyridin-4-ylmethyl)pyrrolidine-2-carboxylate